NS(=O)(=O)C=1C=C(C(=O)OCOC(=O)C(C)(C)C)C=C(C1OC1=CC=CC=C1)N1CCCC1 t-Butylcarbonyloxymethyl 3-Aminosulfonyl-4-phenoxy-5-(1-pyrrolidinyl)benzoate